3-propylthio-o-phenylenediamine C(CC)SC=1C(=C(C=CC1)N)N